C1(CC1)[C@@](C)(O)C=1NC(C=2SC(=C3OCCCC1C23)C=2C=NNC2)=O (R)-5-(1-cyclopropyl-1-hydroxyethyl)-1-(1H-pyrazol-4-yl)-4,6,7,8-tetrahydro-3H-9-oxa-2-thia-4-azabenzo[cd]azulen-3-one